N-(6-((5-bromo-2-((5-bromo-2-chloro-4-(4-(4-methylpiperazin-1-yl)piperidin-1-yl)phenyl)amino)pyrimidin-4-yl)amino)-2,3-dihydrobenzofuran-5-yl)-N-methylmethanesulfonamide BrC=1C(=NC(=NC1)NC1=C(C=C(C(=C1)Br)N1CCC(CC1)N1CCN(CC1)C)Cl)NC1=CC2=C(CCO2)C=C1N(S(=O)(=O)C)C